O=C1NC(CCC1N1N=NC2=C(C1=O)C(=CC=C2)NCCCC(=O)O)=O 4-((3-(2,6-dioxopiperidin-3-yl)-4-oxo-3,4-dihydrobenzo[d][1,2,3]triazin-5-yl)amino)butyric acid